C(C)N1C(N(C(C2=CC(=CC=C12)S(=O)(=O)N[C@]1([C@@H](C1)CC)C)=O)CC)=O |o1:16,17| rel-1,3-diethyl-N-((1R,2R)-2-ethyl-1-methylcyclopropyl)-2,4-dioxo-1,2,3,4-tetrahydroquinazoline-6-sulfonamide